rel-(S)-2-[5-chloro-4-(3,3-difluoro-1-methyl-cyclopentyl)-2-methyl-phenyl]-4-oxo-1H-1,6-naphthyridine-5-carboxamide ClC=1C(=CC(=C(C1)C=1NC=2C=CN=C(C2C(C1)=O)C(=O)N)C)[C@@]1(CC(CC1)(F)F)C |o1:22|